2-(5-(6-methylpyridin-2-yl)-1H-imidazol-4-yl)-7-(1H-pyrazol-4-yl)-1,5-naphthyridine CC1=CC=CC(=N1)C1=C(N=CN1)C1=NC2=CC(=CN=C2C=C1)C=1C=NNC1